5-chloro-4-[(3R)-3-methylmorpholin-4-yl]-2-[5-(trifluoromethyl)-1H-pyrazol-4-yl]-1H-pyrimidin-6-one ClC1=C(N=C(NC1=O)C=1C=NNC1C(F)(F)F)N1[C@@H](COCC1)C